ClC=1C(=NC(=NC1)N[C@@H]1C[C@H]2CO[C@@H]([C@H]1O)O2)C2=CC=C1C(C(=C(N(C1=C2)C(C)C)CN2[C@H](COC[C@@H]2C)C)F)=O 7-(5-chloro-2-(((1S,3R,4S,5R)-4-hydroxy-6,8-dioxabicyclo[3.2.1]octan-3-yl)amino)pyrimidin-4-yl)-2-(((3S,5S)-3,5-dimethylmorpholino)methyl)-3-fluoro-1-isopropylquinolin-4(1H)-one